5-[(1E)-3-{6-fluoro-1-[2-(morpholin-4-yl)ethyl]-2-oxo-4-phenyl-1,2-dihydroquinolin-3-yl}-3-oxoprop-1-en-1-yl]pyridine-3-carbonitrile FC=1C=C2C(=C(C(N(C2=CC1)CCN1CCOCC1)=O)C(/C=C/C=1C=C(C=NC1)C#N)=O)C1=CC=CC=C1